ClC=1C=CC2=C(CC(CC=3N2C(=NN3)[C@@H]3CC[C@H](CC3)OC3=NC=CC=C3)OC)C1 8-chloro-5-methoxy-1-[trans-4-(pyridin-2-yloxy)cyclohexyl]-5,6-dihydro-4H-[1,2,4]triazolo[4,3-a][1]benzazepine